4-methoxybenzyl (2S,3R)-3-({2-[(tert-butoxycarbonyl)(4-methoxybenzyl)amino]pyridin-4-yl}methyl)-4-oxoazetidine-2-carboxylate C(C)(C)(C)OC(=O)N(C1=NC=CC(=C1)C[C@@H]1[C@H](NC1=O)C(=O)OCC1=CC=C(C=C1)OC)CC1=CC=C(C=C1)OC